COC=1C(=C2C=CNC2=C(C1)C)CN1[C@H](C[C@@H](CC1)OCC1C(C1)C)C1=CC=C(C(=O)O)C=C1 4-((2R,4R)-1-((5-methoxy-7-methyl-1H-indol-4-yl)methyl)-4-((2-methylcyclopropyl)methoxy)piperidin-2-yl)benzoic acid